ClC1=CC2=C(C=N1)C(=NN2C2=NC(=CC=C2)C(C)(F)F)N2C[C@@H](CC2)N(C)C (R)-1-(6-chloro-1-(6-(1,1-difluoroethyl)pyridin-2-yl)-1H-pyrazolo[4,3-C]pyridin-3-yl)-N,N-dimethylpyrrolidin-3-amine